OC(CN1C(C=CC2=C1N=C(N=C2)N[C@@H](C)C2=CC=CC=C2)=O)(C)C 8-(2-hydroxy-2-methylpropyl)-2-{[(1S)-1-phenylethyl]amino}pyrido[2,3-d]pyrimidin-7(8H)-one